trans-1-(7,8-dihydrobenzofuro[4,5-d]thiazol-2-yl)-4-ethyl-5-(prop-1-yn-1-yl)imidazolidin-2-one N1=C(SC2=C1C=1CCOC1C=C2)N2C(N[C@H]([C@@H]2C#CC)CC)=O